CC=1C=CC=C2C(=CNC12)CC(O)(C1=CC=CC=C1)C1=CC=CC=C1 2-(7-Methyl-1H-indol-3-yl)-1,1-diphenylethane-1-ol